FC(C(C(C(C(C(C(COC(CCCO)=O)(F)F)(F)F)(F)F)(F)F)(F)F)(F)F)(C(F)(F)F)F heptadecafluorononyl-(4-hydroxybutyrate)